N,N-dimethyl-3-[(9Z,12Z)-octadeca-9,12-dien-1-yloxy]Propan-1-amine CN(CCCOCCCCCCCC\C=C/C\C=C/CCCCC)C